CS(=O)(=O)N1CCC(=CC1)C1=CN=CC(=N1)C1=CC(=CS1)NC(CCCC)=O N-(5-(6-(1-(methylsulfonyl)-1,2,3,6-tetrahydropyridin-4-yl)pyrazin-2-yl)thiophen-3-yl)pentanamide